Tert-butyl 4-(6-(5-amino-6-methoxypyridin-3-yl)pyrido[3,2-d]-pyrimidin-4-yl)-3,6-dihydropyridine-1(2H)-carboxylate NC=1C=C(C=NC1OC)C=1C=CC=2N=CN=C(C2N1)C=1CCN(CC1)C(=O)OC(C)(C)C